2-(((Benzyloxy)carbonyl)amino)-2-(1-methyl-1H-pyrazol-4-yl)acetic acid ethyl ester C(C)OC(C(C=1C=NN(C1)C)NC(=O)OCC1=CC=CC=C1)=O